CN(C1=CC=CC(=N1)CNC=1C2=C(N=CN1)NC=C2C=2C=NC=CC2)C N-((6-(Dimethylamino)pyridin-2-yl)methyl)-5-(pyridin-3-yl)-7H-pyrrolo[2,3-d]pyrimidin-4-amine